ClC1=C(C(=O)NC)C=C(C=N1)C=1C=NN(C1)C1=C(C=C(C=C1Cl)C(C(F)(F)F)(C(F)(F)F)F)Cl 2-chloro-5-(1-(2,6-dichloro-4-(perfluoropropan-2-yl)phenyl)-1H-pyrazol-4-yl)-N-methylnicotinamide